4H-Dithienopyrrole S1C=CC2=C1C1=C(N2)SC=C1